N-(trans-4-(2-((R)-4-(2-chloro-3-fluorophenyl)-3-methylpiperazin-1-yl)ethyl)cyclohexyl)oxazole-2-carboxamide Monohydrogensulfate S(=O)(=O)(O)O.ClC1=C(C=CC=C1F)N1[C@@H](CN(CC1)CC[C@@H]1CC[C@H](CC1)NC(=O)C=1OC=CN1)C